N-(1-((R)-1-acryloylazepan-3-yl)-7-chloro-6-(((R)-tetrahydrofuran-3-yl)oxy)-1H-benzo[d]imidazol-2-yl)-2-methylisonicotinamide C(C=C)(=O)N1C[C@@H](CCCC1)N1C(=NC2=C1C(=C(C=C2)O[C@H]2COCC2)Cl)NC(C2=CC(=NC=C2)C)=O